3-{[Dimethyl(oxo)-λ6-sulfanylidene]amino}-N-[(1S)-1-(trans-4-methylcyclohexyl)-2-oxo-2-{[1-(tetrahydro-pyran-4-yl)pyrazol-4-yl]amino}ethyl]-benzamide CS(=O)(C)=NC=1C=C(C(=O)N[C@H](C(NC=2C=NN(C2)C2CCOCC2)=O)[C@@H]2CC[C@H](CC2)C)C=CC1